3-acryloxypropyl-tris(butoxyethoxy)silane C(C=C)(=O)OCCC[Si](OCCOCCCC)(OCCOCCCC)OCCOCCCC